C(C)(C)N([C@@H](C)C(=O)[O-])P(=O)(OC1=CC=CC=C1)OC[C@@H]1C=C[C@@H](C1)N1C2=NC(=NC(=C2N=C1)OC)N Isopropyl-((((1S,4R)-4-(2-amino-6-methoxy-9H-purin-9-yl)cyclopent-2-en-1-yl)methoxy) (phenoxy)phosphoryl)-L-alaninat